C5-Hydroxytryptophan OC1=CC=C2NC=C(C[C@H](N)C(=O)O)C2=C1